[N+](=O)([O-])C1=C(C=C(C#N)C=C1)NCC1=CN=CS1 4-nitro-3-((thiazol-5-ylmethyl)amino)benzonitrile